FC1=CC(=C(C=C1)[C@H](C)N)OC (S)-1-(4-fluoro-2-methoxyphenyl)ethan-1-amine